4-(2-chloro-benzoylsulfamoyl)-N-cyclohexylbenzamide ClC1=C(C(=O)NS(=O)(=O)C2=CC=C(C(=O)NC3CCCCC3)C=C2)C=CC=C1